3,5-dimethyl-3',5'-di-tert-butyl-4,4'-biphenyl-quinone CC1=CC(C=C(C1=O)C)=C1C=C(C(C(=C1)C(C)(C)C)=O)C(C)(C)C